N-[(3S,4R)-3-fluoro-1-methylpiperidin-4-yl]-2-(5-{[(4-methanesulfonyl-2-methoxyphenyl)amino]methyl}-1,3-thiazol-2-yl)-1-(2,2,2-trifluoroethyl)-1H-indol-4-amine F[C@H]1CN(CC[C@H]1NC=1C=2C=C(N(C2C=CC1)CC(F)(F)F)C=1SC(=CN1)CNC1=C(C=C(C=C1)S(=O)(=O)C)OC)C